4-(2-(4-((6-hydroxy-2-(4-(methylsulfonyl)phenyl)naphthalen-1-yl)oxy)phenoxy)ethyl)piperazine-1-carboxylic acid tertiary Butyl ester C(C)(C)(C)OC(=O)N1CCN(CC1)CCOC1=CC=C(C=C1)OC1=C(C=CC2=CC(=CC=C12)O)C1=CC=C(C=C1)S(=O)(=O)C